(6-(methylthio)quinolin-7-yl)boric acid CSC=1C=C2C=CC=NC2=CC1OB(O)O